C1(=C(C=CC=C1)P(C(C1=C(C=C(C=C1C)C)C)=O)(C(C1=C(C=C(C=C1C)C)C)=O)=O)C o-tolylbis(2,4,6-trimethylbenzoyl)phosphine oxide